2-trifluoromethyl-4,5-dicyanoimidazole lithium salt [Li].FC(C=1NC(=C(N1)C#N)C#N)(F)F